ClC1=C(C(=O)NC2=C(C=C(C=N2)C(=O)OC)F)C=C(C=C1)F methyl 6-(2-chloro-5-fluorobenzamido)-5-fluoropyridine-3-carboxylate